[OH-].C(CCCCCCCCCCCCCC)[N+](CCCS(=O)(=O)O)(C)C pentadecyl-dimethyl-(3-sulfopropyl)ammonium hydroxide